methyl 9-(4-(chloro(1-(3-fluoropropyl)azetidin-3-yl)methyl)phenyl)-8-(2,4-dichlorophenyl)-6,7-dihydro-5H-benzo[7]annulene-3-carboxylate ClC(C1=CC=C(C=C1)C1=C(CCCC2=C1C=CC(=C2)C(=O)OC)C2=C(C=C(C=C2)Cl)Cl)C2CN(C2)CCCF